4-[cyclopropyl-[4-(5,6,7,8-tetrahydro-1,8-naphthyridin-2-yl)butyl]amino]-2-(3-phenylpentanoylamino)butanoic acid C1(CC1)N(CCC(C(=O)O)NC(CC(CC)C1=CC=CC=C1)=O)CCCCC1=NC=2NCCCC2C=C1